(3R)-3-(3-hydroxyanilino)piperidine-1-carboxylic acid tert-butyl ester C(C)(C)(C)OC(=O)N1C[C@@H](CCC1)NC1=CC(=CC=C1)O